NC1(CC1)COC=1C=C(C=2N(C1)N=CC2C#N)C=2C=CC(=NC2)N2CCC(CC2)(C)NC(=O)C2=NC=CC=C2CCl N-(1-(5-(6-((1-Aminocyclopropyl)methoxy)-3-cyanopyrazolo[1,5-a]pyridin-4-yl)pyridin-2-yl)-4-methylpiperidine-4-yl)-3-chloromethylpyridineamide